1,1-Dibromo-2,2-bis(chloromethyl)cyclopropane BrC1(C(C1)(CCl)CCl)Br